CCCCCCCCCCCCCCCCCCCC/C=C/C(=O)SCCNC(=O)CCNC(=O)[C@@H](C(C)(C)COP(=O)([O-])OP(=O)([O-])OC[C@@H]1[C@H]([C@H]([C@@H](O1)N2C=NC3=C(N=CN=C32)N)O)OP(=O)([O-])[O-])O The molecule is a monounsaturated fatty acyl-CoA(4-) obtaned by deprotonation of phosphate and diphosphate functions of (2E)-tricosenoyl-CoA; major species at pH 7.3. It is a 2,3-trans-enoyl CoA(4-) and a monounsaturated fatty acyl-CoA(4-). It is a conjugate base of a (2E)-tricosenoyl-CoA.